8-chloro-5-((2-(3-(6-chloro-[1,2,4]triazolo[4,3-a]pyridin-7-yl)propyl)-2-azaspiro[3.3]heptan-6-yl)oxy)-2-methylisoquinolin-1(2H)-one ClC=1C=CC(=C2C=CN(C(C12)=O)C)OC1CC2(CN(C2)CCCC2=CC=3N(C=C2Cl)C=NN3)C1